BrC=1C(=NC(=NC1)NC1=CC(=C(C=2CCOC21)N2CCN(CC2)C)F)NC=2C=CC=C1CCN(C21)S(=O)(=O)C 5-bromo-N2-(5-fluoro-4-(4-methylpiperazin-1-yl)-2,3-dihydrobenzofuran-7-yl)-N4-(1-(methylsulfonyl)indolin-7-yl)pyrimidine-2,4-diamine